ClC1=C(C=CC(=C1)S(=O)(=O)N1CC(C1)(C)C)C=1C(=C2C(=NNC2=CC1)N)C 5-(2-chloro-4-((3,3-dimethylazetidin-1-yl)sulfonyl)phenyl)-4-methyl-1H-indazol-3-amine